BrC1=CC(=C(S1)OC)C(=O)O 5-bromo-2-methoxythiophene-3-carboxylic acid